FC(C1=CC(=CC=C1)C(F)(F)F)(F)F 1,3-Ditrifluoromethylbenzene